C(=O)O.ClC=1C=C(C=CC1C(=O)N1CCN(CC1)C(=O)[C@H]1NC[C@H](C1)O)NC(=O)C=1N(C(=CN1)C1=C(C(=C(C=C1)OCC#N)F)F)C N-(3-chloro-4-(4-((2S,4S)-4-hydroxypyrrolidine-2-carbonyl)piperazine-1-carbonyl)phenyl)-5-(4-(cyanomethoxy)-2,3-difluorophenyl)-1-methyl-1H-imidazole-2-carboxamide formate